ClC1=CC=C2C(NC(N(C2=C1)C1=CC(=CC=C1)C)=O)=O 7-Chloro-1-(3-methylphenyl)-1,3-dihydroquinazoline-2,4-dione